[Si](C)(C)(C)C#C 2-TMSacetylene